NC1=C2N(CCN(C2=CC=C1)C1=CC2=C(N=C(N=C2)NC2=CC=C(C=C2)N2CCN(CC2)C)N(C1=O)C)C(C=C)=O 6-(5-amino-4-prop-2-enoyl-2,3-dihydroquinoxalin-1-yl)-8-methyl-2-[4-(4-methylpiperazin-1-yl)anilino]pyrido[2,3-d]pyrimidin-7-one